C(CCCCCCCCCCCCCCCCC)(=O)OCC ETHYL OCTADECANOATE